NC1=C(C=2C=NC(=C(C2N1C1=C2C=NN(C2=CC=C1C)C1OCCCC1)Br)C1CC1)C(=O)N 2-amino-7-bromo-6-cyclopropyl-1-(5-methyl-1-tetrahydropyran-2-yl-indazol-4-yl)pyrrolo[3,2-c]pyridine-3-carboxamide